ClC=1C=CC=C2C=CC(=NC12)NC1=CC2=C(OC(O2)(F)F)C=C1 8-chloro-N-(2,2-difluorobenzo[d][1,3]dioxol-5-yl)quinoline-2-amine